C(C)(C)N(C(=O)NC(C)C)C(CN1C=NC=2N(C(N(C(C12)=O)C)=O)C)=O 1,3-diisopropyl-1-[2-(1,3-dimethyl-2,6-dioxo-1,2,3,6-tetrahydro-purin-7-yl)-acetyl]-urea